C(C)(=O)OCC(=O)N(CC1=CC=CC=C1)CCC(C1=C(C=CC=C1)OC)C1=CC2=C(OCO2)C=C1 2-((3-(benzo[d][1,3]dioxol-5-yl)-3-(2-methoxyphenyl)propyl)(benzyl)amino)-2-oxoethyl acetate